(R)-tert-butyl 2-aminopropanoate monoHCl salt Cl.N[C@@H](C(=O)OC(C)(C)C)C